ClC1=C(C=C(N=N1)C=1C=NC=NC1)[C@@H]1[C@H](C1)C#CC1=CC=NC=C1 5-(6-Chloro-5-((1S,2S)-2-(pyridin-4-ylethynyl)cyclopropyl)pyridazin-3-yl)pyrimidine